CC1=NN(C=C1)C1=C(C=C2C(=NC=NC2=C1)C=1C(=NN(C1)C)C1=CC=CC=C1)NC(CC)=O N-(7-(3-methyl-1H-pyrazol-1-yl)-4-(1-methyl-3-phenyl-1H-pyrazol-4-yl)quinazolin-6-yl)propionamide